ClCC(=O)NC1CN(CC1)C1=NC2=CC(=C(C=C2C(=N1)NC1CCN(CC1)C1CCCCC1)OC)OC 2-chloro-N-(1-(4-((1-cyclohexylpiperidin-4-yl)amino)-6,7-dimethoxyquinazolin-2-yl)pyrrolidin-3-yl)acetamide